2-[(3S,5R,8S)-3,8-dimethyl-1,2,3,4,5,6,7,8-octahydroazulen-5-yl]propan-2-oL C[C@H]1CCC=2[C@H](CC[C@H](CC12)C(C)(C)O)C